di(biphenylyl)(triphenylsilylbiphenyl) C1(=C(C=CC=C1)C1=C(C(=C(C=C1)C1=CC=CC=C1)[Si](C1=CC=CC=C1)(C1=CC=CC=C1)C1=CC=CC=C1)C1=C(C=CC=C1)C1=CC=CC=C1)C1=CC=CC=C1